C1(CCCCC1)P(C1=C(C=CC=C1)C1=C(C=CC=C1OC)OC)C1CCCCC1 dicyclohexyl[2',6'-dimethoxy[1,1'-biphenyl]-2-yl]phosphane